ClC1=NC(=CC(=C1)C1=C2C(=NC=C1)N(C=C2)C(=O)OC(C)(C)C)Cl tert-Butyl 4-(2,6-dichloro-4-pyridyl)pyrrolo[2,3-b]pyridine-1-carboxylate